(4-tert-Butylphenyl)-5-(trifluoromethyl)-1H-benzo[d]imidazole C(C)(C)(C)C1=CC=C(C=C1)N1C=NC2=C1C=CC(=C2)C(F)(F)F